[S-]C1=C(C(=O)O)C=CC=C1 2-Sulfidobenzoic acid